1-ethyl-2-heptyl-cyclopropane C(C)C1C(C1)CCCCCCC